1-(benzyloxycarbonyl)-3-pyrrolidinol C(C1=CC=CC=C1)OC(=O)N1CC(CC1)O